trans-4-((4-(2-Isopropyloxazol-4-yl)pyridine-2-yl)((trans-4-(5-methoxy-6-methylpyridin-2-yl)cyclohexyl)methyl)carbamoyl)cyclohexyl 3-(dimethylamino)azetidine-1-carboxylate CN(C1CN(C1)C(=O)O[C@@H]1CC[C@H](CC1)C(N(C[C@@H]1CC[C@H](CC1)C1=NC(=C(C=C1)OC)C)C1=NC=CC(=C1)C=1N=C(OC1)C(C)C)=O)C